C(C)OC(=O)[C@@H]1[C@@H](NCCC1)C1=CC=C(C=C1)NC1CCCC1 (2R,3S)-2-[4-(cyclopentylamino)phenyl]Piperidine-3-carboxylic acid ethyl ester